C(C1=CC=CC=C1)[C@@H]1N(C(OC1)=O)C([C@@H](CC1=CC2=C(S1)C=C(C=C2)Br)[C@@H]2CN(CC2)C(=O)OC(C)(C)C)=O tert-butyl (R)-3-((S)-1-((S)-4-benzyl-2-oxooxazolidin-3-yl)-3-(6-bromobenzo[b]thiophen-2-yl)-1-oxopropane-2-yl)pyrrolidine-1-carboxylate